ClC1=NC=CC(=N1)O[C@@H]1CN(CC1)CC(=O)NC=1C(=CC=C2C(=CNC12)C1=NC(=NC=C1C)NC1=NN(C(=C1)C)C)F (S)-2-(3-((2-chloropyrimidin-4-yl)oxy)pyrrolidin-1-yl)-N-(3-(2-((1,5-dimethyl-1H-pyrazol-3-yl)amino)-5-methylpyrimidin-4-yl)-6-fluoro-1H-indol-7-yl)acetamide